4-Methyl-5-[[4-(4-pyridyl)piperazin-1-yl]methyl]thiophene-2-carboxylic Acid CC=1C=C(SC1CN1CCN(CC1)C1=CC=NC=C1)C(=O)O